N-[1-[5-bromo-2-[5-(2,2-difluoroethoxy)pyrimidin-2-yl]-1,2,4-triazol-3-yl]ethyl]-3-(trifluoromethyl)-5-[2-(trifluoromethyl)cyclopropyl]benzamide BrC=1N=C(N(N1)C1=NC=C(C=N1)OCC(F)F)C(C)NC(C1=CC(=CC(=C1)C1C(C1)C(F)(F)F)C(F)(F)F)=O